N-((3R,4S)-4-((7-(2,6-dichloro-3,5-dimethoxyphenyl)-5-(((1-methylpiperidin-4-yl)methyl)amino)-2,6-naphthyridin-3-yl)amino)tetrahydrofuran-3-yl)acrylamide ClC1=C(C(=C(C=C1OC)OC)Cl)C1=NC(=C2C=C(N=CC2=C1)N[C@H]1[C@H](COC1)NC(C=C)=O)NCC1CCN(CC1)C